NC1C2(CC2)CCC12CCN(CC2)C=2N=CC(=NC2CO)SC2=C(C(=NC=C2)N2CC(C2)C(C)(C)O)Cl 2-(1-(4-(5-(4-amino-8-azadispiro[2.1.5.2]dodecane-8-yl)-6-(hydroxymethyl)pyrazin-2-ylsulfanyl)-3-chloropyridin-2-yl)azetidin-3-yl)propan-2-ol